NC1CCC(CC1)CC1CCC(CC1)N 4-((4-aminocyclohexyl)methyl)cyclohexanamine